S1NC(=CC=C1)C(=O)N ThiazineAmide